2-(2-azabicyclo[2.1.1]hexan-4-yl)-6-fluoroquinazolin-4(3H)-one C12NCC(C1)(C2)C2=NC1=CC=C(C=C1C(N2)=O)F